COC1=CC=C(C=C1)CCC(C[C@H]1OCCC[C@H]1O[Si](C)(C)C)=O 4-(4-Methoxyphenyl)-1-((2R,3R)-3-((trimethylsilyl)oxy)tetrahydro-2H-pyran-2-yl)butan-2-one